N1C(=NC2=C1C=CC=C2)CNC2=NC(=NC=1N2N=CC1Br)N1C[C@@H]2CN[C@@H]2C1 N-[(1H-benzimidazol-2-yl)methyl]-8-bromo-2-[(1S,5S)-3,6-diazabicyclo[3.2.0]heptan-3-yl]pyrazolo[1,5-a][1,3,5]triazin-4-amine